C(C)(C)(C)OC(=O)N1[C@@H](CCC1)C=1C=C(C=C2CCN(CC12)C1=CC(=NC=C1)C)Cl (S)-2-(6-chloro-2-(2-methylpyridin-4-yl)-1,2,3,4-tetrahydroisoquinolin-8-yl)pyrrolidine-1-Carboxylic acid tert-butyl ester